NC1CC2CCC(C1)N2C(=O)C=2C=CC(=C(C2)C2=CC(=C(C=C2)C#N)F)C2=CC1=C(N(N=N1)CC(C)(C)O)C(=C2F)F 5'-((3-endo)-3-amino-8-azabicyclo[3.2.1]octane-8-carbonyl)-2'-(6,7-difluoro-1-(2-hydroxy-2-methylpropyl)-1H-benzo[d][1,2,3]triazol-5-yl)-3-fluoro-[1,1'-biphenyl]-4-carbonitrile